N-{[3-(4-{[(3S,4R)-4-fluoropiperidin-3-yl]amino}-1-(2,2,2-trifluoroethyl)-1H-indol-2-yl)-1,2,4-oxadiazol-5-yl]methyl}-1-(4-methyloxan-4-yl)-1H-pyrrole-3-carboxamide F[C@H]1[C@H](CNCC1)NC1=C2C=C(N(C2=CC=C1)CC(F)(F)F)C1=NOC(=N1)CNC(=O)C1=CN(C=C1)C1(CCOCC1)C